O1CCC(CC1)COCC1=CC=C(C=C1)C(C)O [4-(tetrahydropyran-4-ylmethoxymethyl)phenyl]ethanol